O=C(CN1C=CC2=C1N=CN=C2NC2=CC1=C(NC(N1)=O)C=C2)C2=CC=CC=C2 5-((7-(2-Oxo-2-phenylethyl)-7H-pyrrolo[2,3-d]pyrimidin-4-yl)amino)1,3-dihydro-2H-benzo[d]imidazol-2-one